BrC=1C=C(C(=O)C2=CC=CC=C2)C=CC1Br 3,4-dibromobenzophenone